Tert-butyl (2S,3S)-3-hydroxy-2-(3-(6-(pentyloxy)naphthalen-2-yl)-1,2,4-oxadiazol-5-yl)pyrrolidine-1-carboxylate O[C@@H]1[C@H](N(CC1)C(=O)OC(C)(C)C)C1=NC(=NO1)C1=CC2=CC=C(C=C2C=C1)OCCCCC